dimethylsilyl-bis(indenyl)zirconium dichloride [Cl-].[Cl-].C[SiH](C)[Zr+2](C1C=CC2=CC=CC=C12)C1C=CC2=CC=CC=C12